Azaspiro[4.5]decane-8,10-dione N1CCCC12CCC(CC2=O)=O